4-((2S,5R)-4-Acryloyl-2,5-dimethylpiperazin-1-yl)-7-(2-amino-3,5,6-trifluorophenyl)-6-chloro-1-(2-isopropyl-4-(methylthio)pyridin-3-yl)pyrido[2,3-d]pyrimidin-2(1H)-one C(C=C)(=O)N1C[C@@H](N(C[C@H]1C)C=1C2=C(N(C(N1)=O)C=1C(=NC=CC1SC)C(C)C)N=C(C(=C2)Cl)C2=C(C(=CC(=C2F)F)F)N)C